The molecule is a 3-oxo monocarboxylic acid anion. It derives from a hexanoate. It is a conjugate base of a 6-acetamido-3-oxohexanoic acid. CC(=O)NCCCC(=O)CC(=O)[O-]